O=C1CC(N1)C(=O)[O-] 4-oxoazetidine-2-carboxylate